(4R)-4-{[(2R,3R,5R,6S)-3,5-bis[(tert-butyldimethylsilyl)oxy]-6-methyloxan-2-yl]oxy}pentanal [Si](C)(C)(C(C)(C)C)O[C@H]1[C@@H](O[C@H]([C@@H](C1)O[Si](C)(C)C(C)(C)C)C)O[C@@H](CCC=O)C